4-(2-(3-methoxy-4-nitrophenoxy)ethyl)morpholine COC=1C=C(OCCN2CCOCC2)C=CC1[N+](=O)[O-]